CN1N=C(C=2C1=NN=C(C2)C=2C(NC(NC2)=O)=O)OC(C)C=2SC(=CN2)C 5-[1-methyl-3-[1-(5-methylthiazol-2-yl)ethoxy]pyrazolo[3,4-c]pyridazin-5-yl]-1H-pyrimidine-2,4-dione